Nα-Fmoc-Nε-[1-(4,4-dimethyl-2,6-dioxocyclohex-1-ylidene)-3-methylbutyl]-lysine C(=O)(OCC1C2=CC=CC=C2C2=CC=CC=C12)N[C@@H](CCCCNC(CC(C)C)=C1C(CC(CC1=O)(C)C)=O)C(=O)O